O1CCC2=C1C=CC(=C2)C=C(C(=O)OCC)C(C)=O ethyl 2-((2,3-dihydrobenzofuran-5-yl) methylene)-3-oxobutyrate